8-(cyclopentylamino)-2,2,3-trimethyl-6-(p-tolyl)-1H-pyrimido[5,4-d]pyrimidin-4-one C1(CCCC1)NC1=NC(=NC2=C1NC(N(C2=O)C)(C)C)C2=CC=C(C=C2)C